(trans-4-(3-(methylsulfonyl)propoxy)cyclohexyl)carbamic acid tert-butyl ester C(C)(C)(C)OC(N[C@@H]1CC[C@H](CC1)OCCCS(=O)(=O)C)=O